2-(7-fluoro-1,2,3,4-tetrahydroisoquinolin-6-yl)-N-(3-(4-fluoropiperidin-1-yl)propyl)benzo[d]imidazo[2,1-b]thiazole-7-carboxamide FC1=C(C=C2CCNCC2=C1)C=1N=C2SC3=C(N2C1)C=CC(=C3)C(=O)NCCCN3CCC(CC3)F